ClC1=C(C=CC(=C1)F)C1=CC(OC2=CC(=CC=C12)O[C@@H](C(=O)N1C[C@H](CCC1)C(=O)OCOC(=O)OC(C)C)C)=O Isopropoxycarbonyloxymethyl (3S)-1-[(2R)-2-[4-(2-chloro-4-fluorophenyl)-2-oxo-chromen-7-yl]oxypropanoyl]piperidin-3-carboxylat